BrC1=CC=C(C=C1)C=1N=C(N(C1C1=CC=C(C=C1)Br)CCCCCC)C=1C=NC=CC1 4,5-bis(4-bromophenyl)-1-hexyl-2-(3-pyridyl)-1H-imidazole